ClC1=NC=C(C(=C1)C1=C(C=NC(=C1)C)C(=O)NC=1SC(=NN1)C1(CC1)C#N)OC 2'-chloro-N-(5-(1-cyanocyclopropyl)-1,3,4-thiadiazol-2-yl)-5'-methoxy-6-methyl-(4,4'-bipyridine)-3-carboxamide